(S)-2-(N-[4-Amino-5-[4-(difluoromethoxy)benzoyl]thiazol-2-yl]-4-benzyloxyanilino)propanamid NC=1N=C(SC1C(C1=CC=C(C=C1)OC(F)F)=O)N(C1=CC=C(C=C1)OCC1=CC=CC=C1)[C@H](C(=O)N)C